1,3-diazepin-6-yl-1,2,4-triazole-3-carboxamide N1C=NC=CC(=C1)C1=NC(=NN1)C(=O)N